ClC=1C(=C(C(=NC1)N1[C@H]([C@H](CC1)NS(=O)(=O)C)CO[C@@H]1CC[C@@H](CC1)C1=CC(=CC=C1)F)F)O N-((2R,3S)-1-(5-chloro-3-fluoro-4-hydroxypyridin-2-yl)-2-((((CIS)-4-(3-fluorophenyl)cyclohexyl)oxy)methyl)pyrrolidin-3-yl)methanesulfonamide